B(O)(O)O.NC1=NC=C(C=N1)B1OC(C)(C)C(C)(C)O1 2-Aminopyrimidine-5-boronic acid pinacol ester borate